CC=1C(=NC(=NC1)NC1=CC=C(C=C1)N1CCN(CC1)C)NC1=CC=2CCCCC2C=C1 5-methyl-N2-(4-(4-methylpiperazine-1-yl)phenyl)-N4-(5,6,7,8-tetrahydronaphthalene-2-yl)-pyrimidine-2,4-diamine